C(C(C)C)C1C(CC2N(CCC3=CC(=C(C=C23)OC)OC)C1)O 3-isobutyl-9,10-dimethoxy-3,4,6,7-tetrahydro-1H-pyrido[2,1-a]isoquinolin-2-ol